C1(CCC1)/C=C/C(C)=O (E)-4-cyclobutylbut-3-en-2-one